C1C(CC12CCNCC2)COCC2=CC(=C(C(=O)OC)C=C2C2CC2)F Methyl 4-(((7-azaspiro[3.5]non-2-yl) methoxy) methyl)-5-cyclopropyl-2-fluorobenzoate